2-(4-methyl-2-nitro-1H-imidazol-1-yl)ethylamine CC=1N=C(N(C1)CCN)[N+](=O)[O-]